2-(4-(1-(tert-butoxycarbonyl)pyrrolidin-2-yl)-2,3-difluorophenyl)-6-methoxybenzo[d]imidazo[2,1-b]thiazole-7-carboxylic acid C(C)(C)(C)OC(=O)N1C(CCC1)C1=C(C(=C(C=C1)C=1N=C2SC3=C(N2C1)C=C(C(=C3)C(=O)O)OC)F)F